[Si](C)(C)(C(C)(C)C)OCCC1=C(C(=O)N)C=CC(=C1)NC(=O)NC1=C(C=CC=2N1C=NC2)C2=CC=CC=C2 (2-((tert-butyldimethylsilyl)oxy)ethyl)-4-(3-(6-phenylimidazo[1,5-a]pyridin-5-yl)ureido)benzamide